CC1=C(C(=NO1)C1=CC=NC=C1)COC1=CC=C(C=C1)C=1C=C(C(NC1C(F)(F)F)=O)C(=O)N 5-(4-((5-methyl-3-(pyridin-4-yl)isoxazol-4-yl)methoxy)phenyl)-2-oxo-6-(trifluoromethyl)-1,2-dihydropyridine-3-carboxamide